COC1=C(C=CC=C1)P(C1=C(C=CC=C1)OC)C1=C(C=CC=C1)OC tri(o-methoxyphenyl)phosphine